(3-((6-chloro-3-methylpyrazin-2-yl) oxy) phenyl) carbamate C(N)(OC1=CC(=CC=C1)OC1=NC(=CN=C1C)Cl)=O